ClC=1C=C(C=CC1)C1=NC2=C(N1C(C(=O)NC1CCCCC1)C1CCCC1)C=C(C=C2)OC 2-[2-(3-chloro-phenyl)-6-methoxy-benzoimidazol-1-yl]-N-cyclohexyl-2-cyclopentyl-acetamide